1,2-dimethylnaphtho(1,2-D)thiazolium C[N+]1=C(SC2=C1C1=CC=CC=C1C=C2)C